3-(3,5-Difluorophenoxy)-5-nitrobenzyl alcohol FC=1C=C(OC=2C=C(CO)C=C(C2)[N+](=O)[O-])C=C(C1)F